O=C1NC(CCC1N1C(C2=CC=CC(=C2C1=O)NCC(NCCOCCOCCOCCOCC(=O)O)=O)=O)=O 1-((2-(2,6-dioxopiperidin-3-yl)-1,3-dioxoisoindolin-4-yl)amino)-2-oxo-6,9,12,15-tetraoxa-3-azaheptadecan-17-oic acid